CN(C1CCNC1)C 4-(dimethylamino)pyrrolidine